2-(but-3-yn-1-yloxy)tetrahydro-2H-pyranisophthalic difluoride C(CC#C)OC1(OCCCC1)C1=CC=C(C=C1C(=O)F)C(=O)F